O1N=C(C2=C1C=CC=C2)C2=C(C=CC=C2)[C@H](CC2=NC(=CC=C2F)Br)N[S@@](=O)C(C)(C)C (S)-N-{(S)-1-[2-(benzo[d]isoxazol-3-yl)phenyl]-2-[6-bromo-3-fluoropyridine-2-yl]ethyl}-2-methylpropane-2-sulfinamide